5-(3-((3-chloro-4-fluorophenyl)sulfonyl)-5-morpholinophenyl)pyrimidin-2-amine ClC=1C=C(C=CC1F)S(=O)(=O)C=1C=C(C=C(C1)N1CCOCC1)C=1C=NC(=NC1)N